[I-].C1(=CC=CC=C1)[S+](C1=CC=CC=C1)C1=CC=CC=C1 triphenyl-sulfonium iodide